CC(=CCC/C(=C\C/C=C(/C)\C=C)/C)C (3Z,6Z)-α-Farnesene